1,3-dimethyl-2,4,5,6-tetrahydropentalene CC=1CC(=C2CCCC12)C